2,6-dihydroxy-N-isopropyl-3'-methyl-4-propyl-[1,1'-biphenyl]-3-sulfonamide OC1=C(C(=CC(=C1S(=O)(=O)NC(C)C)CCC)O)C1=CC(=CC=C1)C